Cl.FC(C=1C=C(C=CC1)[C@H]1CNCC1)(F)F (S)-3-[3-(trifluoromethyl)phenyl]pyrrolidine hydrochloride